IC1=NC(=C(N1)C)C=O 2-iodo-4-methyl-3H-imidazole-5-carboxaldehyde